(E)-3-(4-chloro-7-methoxy-1,8-naphthyridin-3-yl)acrylic acid ClC1=C(C=NC2=NC(=CC=C12)OC)/C=C/C(=O)O